N-(3,4-dichlorophenyl)-N',N'-dimethylurea ClC=1C=C(C=CC1Cl)NC(=O)N(C)C